FC1=CC=C(C=C1)C=1C(=CN(C(C1)=O)C)C=1C=NN(C1)C1=C(C(=O)O)C=CC(=C1)OC 2-{4-[4-(4-Fluoro-phenyl)-1-methyl-6-oxo-1,6-dihydro-pyridin-3-yl]-pyrazol-1-yl}-4-methoxy-benzoic acid